methyl (3aR,6aS)-octahydrocyclopenta[c]pyrrole-5-carboxylate C1NC[C@H]2[C@@H]1CC(C2)C(=O)OC